CC1=CC=CC(=N1)C1=NC=CC(=N1)NC1=NC(=NC=C1)NC=1C=CC(=C(C(=O)OC)C1)N1CCNCC1 methyl 5-[[4-[[2-(6-methyl-2-pyridyl)pyrimidin-4-yl]amino]pyrimidin-2-yl]amino]-2-piperazin-1-yl-benzoate